C(CCC)C1=NC=2C(=C3C(=NC2)C=C(S3)C)N1CC1CCNCC1 2-butyl-7-methyl-1-(piperidin-4-ylmethyl)-1H-imidazo[4,5-d]thieno[3,2-b]pyridine